8-hydroxy-1H,2H,3H,5H,6H,10bH-pyrrolo[2,1-a]isoquinolin-3-one OC=1C=C2CCN3C(C2=CC1)CCC3=O